N-(2-(4,4-difluoropiperidin-1-yl)-6-methylpyrimidin-4-yl)-4-((2-hydroxyethyl)sulfonamido)-2-((1R,5S)-3-azaspiro[bicyclo[3.2.1]octane-8,1'-cyclopropan]-3-yl)benzamide FC1(CCN(CC1)C1=NC(=CC(=N1)NC(C1=C(C=C(C=C1)NS(=O)(=O)CCO)N1C[C@@H]2CC[C@H](C1)C21CC1)=O)C)F